1-(2-Chloro-3-isopropyl-2-oxiranyl)ethanone ClC1(OC1C(C)C)C(C)=O